(2S,4R)-1-{2-[(azetidine-1-carbonyl)amino]acetyl}-4-fluoro-N-[(S)-[6-fluoro-5-(propan-2-yl)pyridin-2-yl](phenyl)methyl]pyrrolidine-2-carboxamide N1(CCC1)C(=O)NCC(=O)N1[C@@H](C[C@H](C1)F)C(=O)N[C@@H](C1=CC=CC=C1)C1=NC(=C(C=C1)C(C)C)F